5-(piperidin-1-yl)-7-(3-(trifluoromethyl)-1H-pyrazol-4-yl)-8,9,10,11-tetrahydro-3H-pyrazolo[4,3-a]phenanthridine N1(CCCCC1)C=1C=C2C(=C3C=4CCCCC4C(=NC13)C=1C(=NNC1)C(F)(F)F)C=NN2